ethyl 2-[6-bromo-4-(difluoromethyl)-7-methyl-indazol-2-yl]-2-[(6R)-6-fluoro-6,7-dihydro-5H-pyrrolo[1,2-c]imidazol-1-yl]acetate BrC=1C=C(C2=CN(N=C2C1C)C(C(=O)OCC)C1=C2N(C=N1)C[C@@H](C2)F)C(F)F